CN1N=CC(=C1)C=1C=C2C=C(N=CC2=CC1)NC(=O)[C@@H]1NCCC1 (R)-N-(6-(1-methyl-1H-pyrazol-4-yl)isoquinolin-3-yl)pyrrolidine-2-carboxamide